((2S,7aR)-2-Fluorotetrahydro-1H-pyrrolizin-7a(5H)-yl-2,5,5-d3)methan-d2-ol F[C@]1(C[C@]2(CCC(N2C1)([2H])[2H])C(O)([2H])[2H])[2H]